FC(C(=O)O)(F)F.N1[C@@H](C=CC1)CO (S)-(2,5-dihydro-1H-pyrrol-2-yl)methanol 2,2,2-trifluoroacetate